NC1=CC(=C(C(=O)N)C=C1)F 4-amino-2-fluorobenzamid